C1(CCCCC1)C1=CC=C(C=C1)NC(C1=C(C=CC=C1)SC1=NN=NN1C)=O N-(4-cyclohexylphenyl)-2-[(1-methyl-1H-1,2,3,4-tetrazol-5-yl)sulfanyl]benzamide